OC1CC(CCC1)NC(OC(C)(C)C)=O tert-butyl N-(3-hydroxycyClohexyl)carbamate